P(=O)(OCCCCCCCCCC)(OCCCCCCN(CCCCCCCCCCC)CCCCCCCCCCC)[O-] decyl (6-(diundecylamino)hexyl) phosphate